C(C)(C)(C)OC(NC(C=C)C12CCC(CC1)O2)=O.C21(CCC(CC2)O1)C(CO)NC(OC(C)(C)C)=O tert-butyl (1-(7-oxabicyclo[2.2.1]heptan-1-yl)-2-hydroxyethyl)carbamate Tert-butyl-N-[1-(7-oxabicyclo[2.2.1]heptan-1-yl)allyl]carbamate